5-[1,2-bis(mercaptomethylthio)-4-mercapto-3-thiabutylthio]-1,3-dithiolane SCSC(C(SCS)SCS)SC1CSCS1